N-(6-(3-chlorobenzyl)pyridazin-3-yl)-1-methyl-6-oxo-1,6-dihydropyridine-3-carboxamide ClC=1C=C(CC2=CC=C(N=N2)NC(=O)C2=CN(C(C=C2)=O)C)C=CC1